C(N(C(C1=CC=CC=C1)=O)C([2H])([2H])[2H])([2H])([2H])[2H] N,N-bis(methyl-d3)benzamide